7-fluoroporphyrin-2-yl-iron FC=1C2=CC3=CC(=C(N3)C=C3C=CC(C=C4C=CC(=CC(C1)=N2)N4)=N3)[Fe]